N1N=CC2=CC=CC(=C12)C(C#N)=C1CCN(CC1)C(=O)N1CC2=C(CC1)NN=C2 2-(1H-indazol-7-yl)-2-(1-(4,5,6,7-tetrahydro-1H-pyrazolo[4,3-c]pyridine-5-carbonyl)piperidin-4-ylidene)acetonitrile